B(O)(O)C1=CC=C(C=N1)C(=O)OC 3-Methyl 6-borono-3-pyridinecarboxylate